O=C1NC(CCC1N1C(C2=CC=C(C=C2C1=O)N1CCC(CC1)NC(C1=CC=C(C=C1)NC1=NC=C(C(=C1)NCC1=C(C=CC=C1)N(S(=O)(=O)C)C)C(F)(F)F)=O)=O)=O N-(1-(2-(2,6-dioxopiperidin-3-yl)-1,3-dioxoisoindolin-5-yl)piperidin-4-yl)-4-((4-((2-(N-methylmethylsulfonamido)benzyl)amino)-5-(trifluoromethyl)pyridin-2-yl)amino)-benzamide